O.Cl.OC(C(CC)NC(C)C)C1=C2C=CC(NC2=C(C=C1)C(=O)O)=O.OC(C(CC)NC(C)C)C1=C2C=CC(NC2=C(C=C1)C(=O)O)=O.Cl 5-(1-hydroxy-2-isopropylaminobutyl)-8-carboxyl-quinolone hydrochloride hemihydrate